ClC1=CC(=C(C(=C1)C)C(C#N)C#N)C 2-(4-chloro-2,6-dimethyl-phenyl)propanedinitrile